3,3-dimethylbutyryl-4-hydroxy-N-((S)-1-(naphthalen-2-yl)ethyl)pyrrole CC(CC(=O)C=1N(C=C(C1)O)[C@@H](C)C1=CC2=CC=CC=C2C=C1)(C)C